C(C1=CC=CC=C1)O[C@H]1[C@H]([C@@H](O[C@]1(CF)COCC1=CC=CC=C1)N1C(NC(C(=C1)F)=O)=O)O 1-[(2R,3R,4S,5R)-4-(benzyloxy)-5-[(benzyloxy)methyl]-5-(fluoromethyl)-3-hydroxyoxolan-2-yl]-5-fluoro-3H-pyrimidine-2,4-dione